C(C)OC(=O)C1C(NCCC1C1=CC=C(C=C1)OC)C (+/-)-(cis)-4-(4-methoxyphenyl)-2-methylpiperidine-3-carboxylic acid ethyl ester